tert-butyl 2-[4-[1-(2,6-dioxo-3-piperidyl) indolin-4-yl]piperazin-1-yl]acetate O=C1NC(CCC1N1CCC2=C(C=CC=C12)N1CCN(CC1)CC(=O)OC(C)(C)C)=O